5-bromo-6-cyano-1-(4-fluorophenyl)-2-oxo-1,2-dihydropyridine-3-carboxylic acid ethyl ester C(C)OC(=O)C=1C(N(C(=C(C1)Br)C#N)C1=CC=C(C=C1)F)=O